4-(3,3-dimethyl-2,5-dioxo-4-(4-(trifluoromethyl)-benzyl)piperazin-1-yl)-3-fluorobenzonitrile CC1(C(N(CC(N1CC1=CC=C(C=C1)C(F)(F)F)=O)C1=C(C=C(C#N)C=C1)F)=O)C